ClC1=C(C2=C(C=N1)C=NN2COCC[Si](C)(C)C)OC 6-Chloro-7-methoxy-1-((2-(trimethylsilyl)ethoxy)methyl)-1H-pyrazolo[4,3-c]pyridine